FC1=C(C=CC(=C1I)F)C1=C(C=CC(=C1C)OC)S(=O)(=O)N (2,4-difluoro-3-iodophenyl)-4-methoxy-3-methylbenzenesulfonamide